methyl 4-((3-fluoropyridin-4-yl)ethynyl)-5-methyl-1-(6-methylpyridin-3-yl)-1H-imidazole-2-carboxylate FC=1C=NC=CC1C#CC=1N=C(N(C1C)C=1C=NC(=CC1)C)C(=O)OC